tert-butyl-2-(4-(trifluoromethyl)piperidin-1-yl)quinoxalin-6-amine C(C)(C)(C)C=1C(=NC2=CC=C(C=C2N1)N)N1CCC(CC1)C(F)(F)F